C(CCCCCCCCCCCCCCC(C)C)(=O)[O-].[Na+].[Na+].C(CCCCCCCCCCCCCCC(C)C)(=O)[O-] disodium isostearate